BrC1=C(C(=O)NNC2=CC=C(C=C2)[N+](=O)[O-])C=CC=C1 2-bromo-N'-(4-nitrophenyl)benzoyl-hydrazine